C(C)C=1CC2C(CC1)C(=O)OC2=O 4-ethyl-4-cyclohexene-1,2-dicarboxylic acid anhydride